5-((6-(4-Hydroxy-4-methylpiperidin-1-yl)imidazo[1,2-b]pyridazin-3-yl)ethynyl)-N-(4-((4-methylpiperazin-1-yl)methyl)-3-(trifluoromethyl)phenyl)nicotinamide OC1(CCN(CC1)C=1C=CC=2N(N1)C(=CN2)C#CC=2C=NC=C(C(=O)NC1=CC(=C(C=C1)CN1CCN(CC1)C)C(F)(F)F)C2)C